ClC(C=1NC(=CN1)C(Cl)(Cl)Cl)(Cl)Cl 2,5-bis[trichloromethyl]imidazole